[Si](C)(C)(C(C)(C)C)O[C@@H]1[C@@](O[C@H](C1)N1C(NC(C(=C1)F)=O)=O)(C=O)CO[Si](C1=CC=CC=C1)(C1=CC=CC=C1)C(C)(C)C (2R,3S,5R)-3-[(tert-butyldimethylsilyl)oxy]-2-[[(tert-butyldiphenylsilyl)oxy]methyl]-5-(5-fluoro-2,4-dioxo-3H-pyrimidin-1-yl)oxolane-2-carbaldehyde